N1=NC=CC2=C1C1=C(CCC2)C=CC=C1 6,7-dihydro-5H-benzo[6,7]cyclohepta[1,2-c]pyridazin